NC=1C(=NC(=CN1)C1=CC(=CC=C1)C1=C2N(N=C1)CC(C2)(C)C)C(=O)NC2CNCCC2(F)F 3-amino-N-(4,4-difluoropiperidin-3-yl)-6-(3-(5,5-dimethyl-5,6-dihydro-4H-pyrrolo[1,2-b]pyrazol-3-yl)phenyl)pyrazine-2-carboxamide